CC(CC(=O)N1CCN(CC1)C1=NC=C(C=C1)C1=C2C=NC=NC2=CC(=C1)C=1C=NN(C1)C)C 3-Methyl-1-(4-(5-(7-(1-methylpyrazol-4-yl)quinazolin-5-yl)pyridin-2-yl)piperazin-1-yl)butan-1-one